COC=1C=CC(=NC1)C1=NN(C=C1NC(=O)C1=CC=CC(=N1)C=1C=NC=C(C1)C)C N-(3-(5-methoxypyridin-2-yl)-1-methyl-1H-pyrazol-4-yl)-5'-methyl-[2,3'-bipyridine]-6-carboxamide